3-Fluoro-4-[[4-[(3S)-3-hydroxy-3-methyl-1-piperidyl]-5-(trifluoromethyl)pyrimidin-2-yl]amino]-N-[(3S,4R)-3-methyl-4-piperidyl]benzenesulfonamide FC=1C=C(C=CC1NC1=NC=C(C(=N1)N1C[C@@](CCC1)(C)O)C(F)(F)F)S(=O)(=O)N[C@H]1[C@H](CNCC1)C